C1=C(C=CC=2C3=CC=CC=C3C3=CC=CC=C3C12)N(C1=CC=C(C=C1)C1=CC=C(C=C1)C1=CC=C(C=C1)N(C1=CC=CC=C1)C1=CC=2C3=CC=CC=C3C3=CC=CC=C3C2C=C1)C1=CC=CC=C1 4,4''-bis{(triphenylen-2-yl)phenylamino}-1,1':4',1''-terphenyl